Quercetin benzoate C(C1=CC=CC=C1)(=O)O.O1C(=C(O)C(=O)C=2C(O)=CC(O)=CC12)C1=CC(O)=C(O)C=C1